C(C=C)C=1C=C(C(=C(C1)C1=C(C=CC(=C1)CC=C)O)O)C=CC(=O)C1=CC(=CC=C1)C 3-(5,5'-diallyl-2,2'-dihydroxy-[1,1'-biphenyl]-3-yl)-1-(3-methylphenyl)prop-2-en-1-one